C(CO)(C)=O iso-propoyl alcohol